COC1=C2C(=NC=C1[N+](=O)[O-])CCC2 4-methoxy-3-nitro-6,7-dihydro-5H-cyclopenta[b]pyridine